1-((1-Benzyl-1H-pyrazolo[4,3-c]pyridin-4-yl)methyl)-5-bromopyridin-2(1H)-one hydrochloride Cl.C(C1=CC=CC=C1)N1N=CC=2C(=NC=CC21)CN2C(C=CC(=C2)Br)=O